CC(C(=O)C1=CC=C(C=N1)NC(OC(C)(C)C)=O)(C)C=1C=NN(C1)C tert-butyl (6-(2-methyl-2-(1-methyl-1H-pyrazol-4-yl)propionyl)pyridin-3-yl)carbamate